C(C1=CC=CC=C1)N1CC(OCC1)C1=CC(=C(C(=O)[O-])C=C1C)C 4-(4-benzylmorpholin-2-yl)-2,5-dimethylbenzoate